5-[1-(2,4-dichlorophenyl)pyrazol-3-yl]-oxy-2-methoxyimino-N,3-dimethyl-pent-3-enamide ClC1=C(C=CC(=C1)Cl)N1N=C(C=C1)OCC=C(C(C(=O)NC)=NOC)C